7-[2-fluoro-4-[2-[(3S)-tetrahydrofuran-3-yl]oxyethoxy]phenoxy]-1-methyl-indazole-5-carboxamide FC1=C(OC=2C=C(C=C3C=NN(C23)C)C(=O)N)C=CC(=C1)OCCO[C@@H]1COCC1